COC1CC2(CN([C@H]2C)C(OC(C)(C)C)=S)C1 O-tert-butyl (1S,4r,6S)-6-methoxy-1-methyl-2-azaspiro[3.3]heptane-2-carbothioate